5-(4-(piperazine-1-carbonyl)phenyl)-N-(3-aminophenyl)nicotinamide N1(CCNCC1)C(=O)C1=CC=C(C=C1)C=1C=NC=C(C(=O)NC2=CC(=CC=C2)N)C1